1-(Chloromethyl)-2-(dimethoxymethyl)benzene ClCC1=C(C=CC=C1)C(OC)OC